NC1=C(C(=NC=N1)NCC1(CCN(CC1)C(C=C)=O)F)C1=CC=C(C=C1)OC1=CC=CC=C1 1-(4-({[6-amino-5-(4-phenoxyphenyl)pyrimidin-4-yl]amino}methyl)-4-fluoropiperidin-1-yl)prop-2-en-1-one